C(#N)OC(C1=C(C=C(C=C1)C(C)C)C)=O cyano-4-isopropyl-2-methylbenzoate